1,3,5-benzenetriyl-tris(2,2-dimethyl-propanamide) C1(=CC(=CC(=C1)CC(C(=O)N)(C)C)CC(C(=O)N)(C)C)CC(C(=O)N)(C)C